C(C)(C)(C)OC(=O)NC1C(C1)C1=CC=C(C=C1)OC 1-(2-tert-butoxycarbonylaminocyclopropyl)4-methoxybenzene